Methyl (2R)-3-(3-(2-(5-(5-((4-bromo-6-fluoro-1H-indol-5-yl)oxy)-2-fluorophenyl)-1-methyl-1H-1,2,4-triazol-3-yl)-6,6-dimethyl-7-(vinylsulfonyl)heptan-2-yl)phenyl)-2-methylpropanoate BrC1=C2C=CNC2=CC(=C1OC=1C=CC(=C(C1)C1=NC(=NN1C)C(C)(CCCC(CS(=O)(=O)C=C)(C)C)C=1C=C(C=CC1)C[C@H](C(=O)OC)C)F)F